ClC=1C=NC(=C(C(=O)NC2CCC(CC2)CN2C(N(C3=C2C=CC=C3)C=3C=NC=CC3C#N)=O)C1)C(F)F 5-chloro-N-((1r,4r)-4-((3-(4-cyanopyridin-3-yl)-2-oxo-2,3-dihydro-1H-benzo[d]imidazol-1-yl)methyl)cyclohexyl)-2-(difluoromethyl)nicotinamide